3-chloro-2,6-difluoro-N-(6-fluoropyridin-2-yl)-4-(5-methylhexahydropyrrolo[3,4-c]pyrrol-2(1H)-yl)benzenesulfonamide ClC=1C(=C(C(=CC1N1CC2CN(CC2C1)C)F)S(=O)(=O)NC1=NC(=CC=C1)F)F